oxazol-5-ylmethyl (4-((3-(methylsulfonyl)-3-azabicyclo[3.2.1]octan-8-yl)methyl)phenyl)carbamate CS(=O)(=O)N1CC2CCC(C1)C2CC2=CC=C(C=C2)NC(OCC2=CN=CO2)=O